C1(=CC=CC=C1)C1CC=NN1C(=O)C1CCN(CC1)C1=CC(=NC=N1)C1=CC=C(C(=O)OC)C=C1 methyl 4-(6-(4-(5-phenyl-4,5-dihydro-1H-pyrazole-1-carbonyl)piperidin-1-yl)pyrimidin-4-yl)benzoate